N-(2-{4-[(aminosulfonyl)amino]hexahydropyridin-1-yl}-5-fluorophenyl)-6-(6-fluoro-2-methoxyphenyl)pyrazine-2-carboxamide NS(=O)(=O)NC1CCN(CC1)C1=C(C=C(C=C1)F)NC(=O)C1=NC(=CN=C1)C1=C(C=CC=C1F)OC